ClC1=CC=C(C=C1)N1C(N(C=C(C1=O)C(=O)N)C(C)C)=O 3-(4-chlorophenyl)-1-isopropyl-2,4-dioxo-1,2,3,4-tetrahydropyrimidine-5-carboxamide